(3R,4S)-undecane-3,4-diol CC[C@H]([C@H](CCCCCCC)O)O